1-(2-aminopropyl)-2,3-diisopropylguanidine NC(CNC(=NC(C)C)NC(C)C)C